2,2-bis(t-amyl-peroxy)propane C(C)(C)(CC)OOC(C)(C)OOC(C)(C)CC